BrC=1C=CC(=C(C1)S(=O)(=O)NC1=NOC2=C1C(=CC=C2)Cl)C 5-Bromo-N-(4-chlorobenzo[d]isoxazol-3-yl)-2-methylbenzenesulfonamide